N1=C2C(=CC=C1)CC(=C2)O cyclopenta[1,2-b]pyridin-6-ol